ClC1=C(C(=CC=C1)Cl)COC=1C=NC(=NC1)N1N=NC(=C1)CO (1-{5-[(2,6-dichlorophenyl)methoxy]pyrimidin-2-yl}-1,2,3-triazol-4-yl)methanol